C(C)N(C(=O)C1=CC2=CC(=C(C(=C2C=C1C(=O)N(CC)CC)[N+](=O)[O-])O)O)CCCCN(C)C(CCCCC(=O)C1=C(C=CC=C1)OC)=O N2,N3,N3-triethyl-6,7-dihydroxy-N2-[4-[[6-(2-methoxyphenyl)-6-oxo-hexanoyl]-methyl-amino]butyl]-5-nitro-naphthalene-2,3-dicarboxamide